8-((1S,2R)-7-(dimethylphosphoryl)-2-fluoro-1-hydroxy-2,3-dihydro-1H-inden-4-yl)-3-fluoro-5,6,7,8-tetrahydronaphthalene-1-carbonitrile CP(=O)(C)C=1C=CC(=C2C[C@H]([C@H](C12)O)F)C1CCCC=2C=C(C=C(C12)C#N)F